N-(2-(7-Fluoronaphthalen-1-yl)ethyl)-N-methylcyclopropylamine fumarate C(\C=C\C(=O)O)(=O)O.FC1=CC=C2C=CC=C(C2=C1)CCN(C)C1CC1